C(C)C1=C(C=CC=C1)S(=O)(=O)NC1=C(C(=O)O)C=C(C=C1)N1CCN(CC1)CC 2-(2-ethylphenylsulfonylamino)-5-(4-ethylpiperazin-1-yl)benzoic acid